3-iodo-1,1-dimethoxypropane ICCC(OC)OC